ClCC1C2(C3=C(OC4=C3C=CC=C4)CC1)COCC2 chloromethyl-4,5-dihydro-2H,3'H-spiro[furan-3,1'-dibenzofuran]